N-((5-phenyl-1,3,4-thiadiazol-2-yl)methyl)-1-(1-((R)-tetrahydrofuran-2-yl)ethyl)-1H-1,2,3-triazole-4-carboxamide C1(=CC=CC=C1)C1=NN=C(S1)CNC(=O)C=1N=NN(C1)C(C)[C@@H]1OCCC1